tert-butyl (3S)-3-[3-bromo-4-cyano-5-[(2-methoxyethyl)amino]pyrazol-1-yl]pyrrolidine-1-carboxylate BrC1=NN(C(=C1C#N)NCCOC)[C@@H]1CN(CC1)C(=O)OC(C)(C)C